C(C)(C)(C)OC(=O)N1CC(C1)C(=O)N1CC(C1)NC1=NC=C(C=N1)C=1C=CC=2N(C1)C(=C(N2)CC)N(C)C=2SC(=C(N2)C2=CC=C(C=C2)F)C#N tert-butyl-3-(3-((5-(3-((5-cyano-4-(4-fluorophenyl)thiazol-2-yl)(methyl)amino)-2-ethylimidazo[1,2-a]pyridin-6-yl) pyrimidin-2-yl)amino)azetidine-1-carbonyl)azetidine-1-carboxylate